methyl 2-(difluoromethyl)-7-isopropoxylimidazo[1,2-a]pyridine-6-carboxylate FC(C=1N=C2N(C=C(C(=C2)OC(C)C)C(=O)OC)C1)F